4-(N,N-diethylsulfamoyl)benzene-1-sulfonyl chloride C(C)N(S(=O)(=O)C1=CC=C(C=C1)S(=O)(=O)Cl)CC